1-bromo-5-((2-(trimethylsilyl)ethoxy)methyl)-5,6,7,8,9,10-hexahydrocyclohepta[b]indole BrC1=C2C3=C(N(C2=CC=C1)COCC[Si](C)(C)C)CCCCC3